N[C@@H](C)C(=O)OCC(C#CC1=CC2=C(OC[C@@H](C(N2C)=O)NC(C2=NC=CC(=C2)OC2=CC=C(C=C2)F)=O)C=C1)(C)C 4-((S)-3-(4-(4-fluorophenoxy)picolinamido)-5-methyl-4-oxo-2,3,4,5-tetrahydrobenzo[b][1,4]oxazepin-7-yl)-2,2-dimethylbut-3-yn-1-yl L-alaninate